F[Sb-](F)(F)(F)(F)F.C(CCCCCCC)N1C=[N+](C=C1)C 1-Octyl-3-methylimidazolium hexafluoroantimonat